CN1N=C2C(C(NC=3C=C(C=CC23)C(=O)OC)=O)=C1 methyl 2-methyl-4-oxo-4,5-dihydro-2H-pyrazolo[4,3-c]quinoline-7-carboxylate